2,4-difluorophenyl-propane-1-sulfonamide (trans)-Methyl-4-(2-chloro-4-fluorophenyl)-6-(4-(N-methylmethylsulfonamido)cyclohexyl)-2-(thiazol-2-yl)-1,4-dihydropyrimidine-5-carboxylate COC(=O)C=1C(N=C(NC1[C@@H]1CC[C@H](CC1)N(S(=O)(=O)C)C)C=1SC=CN1)C1=C(C=C(C=C1)F)Cl.FC1=C(C=CC(=C1)F)C(CC)S(=O)(=O)N